FC=1C=C(C(=NC1)COC=1C=CC=2N(C1C)N=C(N2)C(=O)OCC)OCC(F)(F)F ethyl 6-((5-fluoro-3-(2,2,2-trifluoroethoxy)pyridin-2-yl)methoxy)-5-methyl-[1,2,4]triazolo[1,5-a]pyridine-2-carboxylate